COC(=O)C1=CC(=NC(=C1)OCCOC)OC(F)F 2-(Difluoromethoxy)-6-(2-methoxyethoxy)pyridine-4-carboxylic acid methyl ester